(Z)-1-(3-(5-methyl-2-(3,3,3-trifluoropropoxy)phenyl)-4-oxothiazolidin-2-ylidene)-3-(4-(1-(4-(trifluoromethyl)phenyl)-1H-imidazol-4-yl)phenyl)urea CC=1C=CC(=C(C1)N1/C(/SCC1=O)=N/C(=O)NC1=CC=C(C=C1)C=1N=CN(C1)C1=CC=C(C=C1)C(F)(F)F)OCCC(F)(F)F